CC1=NC=NC(=C1C(=O)N1CCC(CC1)(C)N1C[C@@H](N(CC1)[C@H]1[C@@H](CC2=CC(=CC=C12)C(F)(F)F)OCC)C)C (4,6-dimethyl-5-pyrimidinyl)(4-{(3S)-4-[(1R,2R)-2-ethoxy-5-(trifluoromethyl)-2,3-dihydro-1H-inden-1-yl]-3-methyl-1-piperazinyl}-4-methyl-1-piperidinyl)methanone